argininyl-pyrimidine N[C@@H](CCCNC(N)=N)C(=O)C1=NC=CC=N1